(R)-ethyl 2-(2-((6-(1-aminoisoquinolin-7-yl)-2,3-dihydro-1H-inden-1-yl)oxy)-6-methylphenyl)acetate NC1=NC=CC2=CC=C(C=C12)C1=CC=C2CC[C@H](C2=C1)OC1=C(C(=CC=C1)C)CC(=O)OCC